methyl-2-hydroxy-1-indenone CC1=C(C(C2=CC=CC=C12)=O)O